NC1=NC=2C=C(C(=CC2C2=C1C=NN2C)C(=O)N2[C@H](COCC2)C2=CC=C(C=C2)C(F)(F)F)Cl (4-amino-7-chloro-1-methyl-1H-pyrazolo[4,3-c]quinolin-8-yl)((3S)-3-(4-(trifluoromethyl)phenyl)-4-morpholinyl)methanone